4-bromo-6-methyl-1-tosyl-1,6-dihydro-7H-pyrrolo[2,3-c]Pyridin-7-one BrC=1C2=C(C(N(C1)C)=O)N(C=C2)S(=O)(=O)C2=CC=C(C)C=C2